(R)-2-amino-6-(3-(1,3-dihydroxy-2-(hydroxymethyl)propan-2-yl)ureido)hexanamide N[C@@H](C(=O)N)CCCCNC(=O)NC(CO)(CO)CO